(S)-N-(cyanamido(4-(2-hydroxypropan-2-yl)thiophen-2-yl)(oxo)-λ6-sulfaneylidene)-2-(4,6-diisopropyl-1,3-dihydroisobenzofuran-5-yl)acetamide N(C#N)[S@](=NC(CC=1C(=C2COCC2=CC1C(C)C)C(C)C)=O)(=O)C=1SC=C(C1)C(C)(C)O